1-[5-ethylsulfonyl-6-[2-oxo-1-(2,2,2-trifluoroethyl)-1,7-naphthyridin-6-yl]-3-pyridinyl]cyclopropanecarbonitrile C(C)S(=O)(=O)C=1C=C(C=NC1C=1C=C2C=CC(N(C2=CN1)CC(F)(F)F)=O)C1(CC1)C#N